6-[(2-chloropyrimidin-4-yl)amino]-4-methyl-3,4-dihydro-2H-isoquinolin-1-one ClC1=NC=CC(=N1)NC=1C=C2C(CNC(C2=CC1)=O)C